C(=O)C1=C(C(=O)O)C=CC=C1 ortho-formylbenzoic acid